N6-{N-[(1r,4S)-4-(aminomethyl)cyclohexane-1-carbonyl]-5-phenyl-L-norvalyl}-N2-{[(1S)-1,3-dicarboxypropyl]carbamoyl}-L-lysine NCC1CCC(CC1)C(=O)N[C@@H](CCCC1=CC=CC=C1)C(=O)NCCCC[C@H](NC(N[C@@H](CCC(=O)O)C(=O)O)=O)C(=O)O